4-(6-bromo-4-cyano-2-methylindazol-3-yl)-2-(difluoromethoxy)-6-methoxy-N-[[rel-(1R)-2,2-difluorocyclopropyl]methyl]benzamide BrC=1C=C(C2=C(N(N=C2C1)C)C1=CC(=C(C(=O)NC[C@@H]2C(C2)(F)F)C(=C1)OC)OC(F)F)C#N |o1:19|